N-(2-(3-chloro-1-(((S)-1-methylpyrrolidin-2-yl)methyl)-1H-pyrazol-4-yl)pyrimidin-4-yl)-5-isopropyl-8-((2R,3S)-2-methyl-3-((methylsulfonyl)methyl)azetidin-1-yl)isoquinolin-3-amine ClC1=NN(C=C1C1=NC=CC(=N1)NC=1N=CC2=C(C=CC(=C2C1)C(C)C)N1[C@@H]([C@H](C1)CS(=O)(=O)C)C)C[C@H]1N(CCC1)C